O1CCN(CC1)C(C[C@H](C(=O)N[C@@H](CCCC1=CC=CC=C1)B(O)O)NC(=O)C1OCCCC1)=O ((1R)-1-((2R)-4-morpholino-4-oxo-2-(tetrahydro-2H-pyran-2-carboxamido)butanamido)-4-phenylbutyl)boronic acid